C(C)C1=C(SC2=C1C(N(C=C2C2=C(C=CC(=C2)C(C)(C)O)OC2=C(C=C(C=C2C)F)C)C)=O)C(=O)N ethyl-7-(2-(4-fluoro-2,6-dimethylphenoxy)-5-(2-hydroxypropan-2-yl)phenyl)-5-methyl-4-oxo-4,5-dihydrothieno[3,2-c]pyridine-2-carboxamide